BrC1=C2C=3CC[C@@H](CC3NC2=C(C=C1F)C(=O)O)C(=C)C (S)-5-bromo-6-fluoro-2-(prop-1-en-2-yl)-2,3,4,9-tetrahydro-1H-carbazole-8-carboxylic acid